Icosanedioic acid C(CCCCCCCCCCCCCCCCCCC(=O)O)(=O)O